(2-tert-butoxy-2-oxoethyl)piperidine-4-carboxylic acid C(C)(C)(C)OC(CN1CCC(CC1)C(=O)O)=O